C(C1=CC=CC=C1)NC1CCN(CC1)CCCOC=1C(OC2=CC(=CC=C2C1)Br)=O (3-(4-(benzylamino)piperidin-1-yl)propoxy)-7-bromo-2H-chromen-2-one